1-(4-chlorobenzyl)-3-(6-(pyrimidin-2-yl)-6-azaspiro[3.4]oct-2-yl)urea ClC1=CC=C(CNC(=O)NC2CC3(C2)CN(CC3)C3=NC=CC=N3)C=C1